(S)-N-(1-cyanoethyl)-4-(2-((1-cyclohexyl-1H-pyrazol-4-yl)amino)-5-methylpyrimidin-4-yl)benzamide C(#N)[C@H](C)NC(C1=CC=C(C=C1)C1=NC(=NC=C1C)NC=1C=NN(C1)C1CCCCC1)=O